2-Methoxy-11-methyl-13,13a-dihydrobenzo[2,3]pyrrolo[2',3':5,6][1,4]diazepino[1,7-a]indol-12(11H)-one COC=1C=C2C=C3N(C2=CC1)C1=C(N=C2C3CC(N2C)=O)C=CC=C1